3-({[(1S)-6-[methyl-(phenyl)amino]-1,2,3,4-tetrahydronaphthalen-1-yl]methyl}amino)pyridine-4-carboxylic acid CN(C=1C=C2CCC[C@@H](C2=CC1)CNC=1C=NC=CC1C(=O)O)C1=CC=CC=C1